(3S)-4-(6-fluoro-7-naphthyl-1-(2-isopropyl-6-methylphenyl)-2-carbonyl-1,2-diHydropyrido[2,3-d]pyrimidin-4-yl)piperazine-1-carboxylate FC1=CC2=C(N(C(N=C2N2CCN(CC2)C(=O)[O-])=C=O)C2=C(C=CC=C2C)C(C)C)N=C1C1=CC=CC2=CC=CC=C12